4-(3-amino-4-methoxy-1H-indazol-5-yl)-3-chloro-N-(3-hydroxy-3-(trifluoromethyl)cyclobutyl)benzenesulfonamide NC1=NNC2=CC=C(C(=C12)OC)C1=C(C=C(C=C1)S(=O)(=O)NC1CC(C1)(C(F)(F)F)O)Cl